P(=O)(O)(O)O.C(C)(C)(C)OC methyl tertiary butyl ether phosphate